(1R,2R)-(-)-N-(p-methyl-benzenesulfonyl)-1,2-diphenyl-ethylenediamine CC1=CC=C(C=C1)S(=O)(=O)N[C@@H]([C@H](N)C1=CC=CC=C1)C1=CC=CC=C1